3-(((3-chloro-5-fluoropyridin-2-yl)methyl)amino)-5-(2-chlorophenoxy)-4H-benzo[e][1,2,4]thiadiazine 1,1-dioxide ClC=1C(=NC=C(C1)F)CNC1=NS(C2=C(N1)C(=CC=C2)OC2=C(C=CC=C2)Cl)(=O)=O